CC=1C2=C(N=C(N1)N1CCOCC1)N(CC2)C2=CC=CC=C2 4-(4-methyl-7-phenyl-6,7-dihydro-5H-pyrrolo[2,3-d]pyrimidin-2-yl)morpholine